N1CC(C1)C1=CNC2=C(C=CC=C12)C 3-(azetidin-3-yl)-7-methyl-1H-indole